FC1=C(CN2CNCNC2)C=C(C(=C1)F)F 1-(2,4,5-trifluorobenzyl)-1,3,5-triazinane